1-(2-methyl-3-(trifluoromethyl)phenyl)ethane-1-one CC1=C(C=CC=C1C(F)(F)F)C(C)=O